CC(=CCC[C@@]1(CC[C@@]2([C@H]3CC[C@@H]4[C@@]5([C@@]3(CC[C@]2(C1)C)C)CC[C@@H](C4(C)C)O5)C)C)C The molecule is a pentacyclic triterpenoid that is perhydrochrysene which is substituted by methyl groups at positions 1, 1, 4bbeta, 6aalpha, 8beta and 10abeta positions, by a 4-methylpent-3-enyl group at the 8alpha position, and with a beta-oxygen bridge between the 2 and the 4a positions.